3-methacryloxypropyl-tris(methoxyethoxy)silane C(C(=C)C)(=O)OCCC[Si](OCCOC)(OCCOC)OCCOC